N[C@@H]1C2=CC=CC=C2CC12CCN(CC2)C=2N=CC(=NC2CO)C#CCOC=2C=NN(C2)CC(=O)N (S)-2-(4-((3-(5-(1-Amino-1,3-dihydrospiro[indene-2,4'-piperidin]-1'-yl)-6-(hydroxyl-Methyl)pyrazin-2-yl)prop-2-yn-1-yl)oxy)-1H-pyrazol-1-yl)acetamide